3-chloro-N,N-bis(2-thienylmethyl)benzenesulfonamide ClC=1C=C(C=CC1)S(=O)(=O)N(CC=1SC=CC1)CC=1SC=CC1